FC1=C(C=CC=C1Br)C(F)(F)F 2-fluoro-3-bromobenzotrifluoride